COC=1C=C(C=CC1OC1CCC(CC1)N1CCOCC1)NC1=NC=CC(=N1)NC=1C=NC2=CC=CC=C2C1 2-{3-methoxy-4-[(1r,4r)-4-morpholinocyclohexyloxy]phenylamino}-4-(3-quinolylamino)pyrimidine